C(C(C)(C)C)(=O)OOC(C(CC)(C)C)(C)C tetramethylbutyl peroxypivalate